(S)-4-(2-(1-Ethyl-3-(trifluoromethyl)-1H-pyrazol-4-yl)phenyl)-6-(2-(fluoromethyl)acryloyl)-4,5,6,7-tetrahydrothieno[2,3-c]pyridine-2-carbonitrile C(C)N1N=C(C(=C1)C1=C(C=CC=C1)[C@H]1C2=C(CN(C1)C(C(=C)CF)=O)SC(=C2)C#N)C(F)(F)F